tert-butyl (R)-3-(6-bromo-4-fluoro-1-isopropyl-1H-benzo[d]imidazol-2-yl)pyrrolidine-1-carboxylate BrC=1C=C(C2=C(N(C(=N2)[C@H]2CN(CC2)C(=O)OC(C)(C)C)C(C)C)C1)F